(5RS)-5-Methyl-2-(4-methylbenzyl)-3-oxo-2,3,5,6,7,8-hexahydro[1,2,4]triazolo[4,3-a]pyridin C[C@@H]1CCCC=2N1C(N(N2)CC2=CC=C(C=C2)C)=O |r|